FC=1C=C(C=C(C1F)F)C=1N=NN(C1)[C@@H]1[C@H]([C@@H](SC2=CC(=C(C=C2F)C#N)Cl)O[C@@H]([C@@H]1O)CO)O 3-Chloro-6-fluoro-4-cyanophenyl 3-deoxy-3-[4-(3,4,5-trifluorophenyl)-1H-1,2,3-triazol-1-yl]-1-thio-α-D-galactopyranoside